5-Methyl-2-(1-methyl-1H-imidazol-2-yl)-6-(1-methyl-1H-pyrazol-3-yl)-N-(pyrimidin-2-yl)pyrrolo[2,1-f][1,2,4]triazin-4-amine hydrochloride salt Cl.CC=1C(=CN2N=C(N=C(C21)NC2=NC=CC=N2)C=2N(C=CN2)C)C2=NN(C=C2)C